NC1=NC=NN2C1=CC=C2[C@]2([C@@H]([C@@H]([C@H](O2)COP(=O)(OC2=CC=CC=C2)NC(C(=O)[O-])C(C)C)O)O)C#N (((((2R,3S,4R,5R)-5-(4-aminopyrrolo[2,1-f][1,2,4]triazin-7-yl)-5-cyano-3,4-dihydroxytetrahydrofuran-2-yl) methoxy) (phenoxy) phosphoryl) amino)-3-methylbutanoate